triisopropyl-(prop-1-ynyl)silane C(C)(C)[Si](C#CC)(C(C)C)C(C)C